N-[(3S)-1,1-dimethylsilylcyclopentan-3-yl]-4,5-difluoro-6-methyl-1H-pyrrolo[2,3-b]pyridine-2-carboxamide C[SiH2]C1(C[C@H](CC1)NC(=O)C1=CC=2C(=NC(=C(C2F)F)C)N1)[SiH2]C